N-[2-fluoro-4-[[3-[2-[[(3S)-3-piperidyl]amino]pyrimidin-4-yl]-4-pyridyl]oxy]phenyl]2-chlorobenzenesulfonamide FC1=C(C=CC(=C1)OC1=C(C=NC=C1)C1=NC(=NC=C1)N[C@@H]1CNCCC1)NS(=O)(=O)C1=C(C=CC=C1)Cl